3,7-dimercapto-2-naphthoic acid SC=1C(=CC2=CC(=CC=C2C1)S)C(=O)O